ClC=1C=C2C(=NC1C=1C=CC(=NC1)NC(C1=C(C=CC=C1F)F)=O)OCCO2 N-(5-(7-chloro-2,3-dihydro-[1,4]dioxino[2,3-b]pyridin-6-yl)pyridin-2-yl)-2,6-difluorobenzamide